tert-butyl (2R,5R)-4-(6-chloro-1-methyl-2-oxo-1,2-dihydropyrido[3,2-d]pyrimidin-4-yl)-5-(hydroxymethyl)-2-methylpiperazine-1-carboxylate ClC=1C=CC=2N(C(N=C(C2N1)N1C[C@H](N(C[C@@H]1CO)C(=O)OC(C)(C)C)C)=O)C